C(CCCCCCCCCCC)C(=S)SSC(=S)CCCCCCCCCCCC bis-(dodecylthiocarbonyl) disulfide